ClCC(=O)NC1=NC=C(C=N1)F 2-chloro-N-(5-fluoropyrimidin-2-yl)acetamide